C[C@H]1CN(CCO1)C(=O)Cl (S)-2-methylmorpholine-4-carbonyl chloride